C(C=1C(O)=CC=CC1)(=O)[O-] Salicyloate